CC(CCC(CC)O)C 6-methyl-3-heptanol